CN1C=[N+](C=C1)CCCCC methyl-3-pentyl-1H-imidazol-3-ium